Methyl-L-DOPA CN[C@H](C(=O)O)CC1=CC=C(O)C(O)=C1